3-fluoro-1-methyl-2-oxooctahydro-4aH-cyclopenta[b]pyridine-4a-carboxylate FC1CC2(C(N(C1=O)C)CCC2)C(=O)[O-]